(S)-N-((2-(6-((cis)-2,6-dimethylmorpholino)pyridin-2-yl)-1,6-naphthyridin-7-yl)methyl)thiochromane-7-carboxamide 1-oxide C[C@@H]1O[C@@H](CN(C1)C1=CC=CC(=N1)C1=NC2=CC(=NC=C2C=C1)CNC(=O)C1=CC=C2CCC[S@@](C2=C1)=O)C